OC=1C=C(C=CC1O)[C@H]1OC=2C(=C(C=C(C2C[C@@H]1O)O)O)[C@H]1[C@@H]([C@H](OC2=CC(=CC(=C12)O)O)C1=CC(=C(C=C1)O)O)O (2R,3S)-2-(3,4-dihydroxyphenyl)-8-[(2R,3S,4S)-2-(3,4-dihydroxyphenyl)-3,5,7-trihydroxy-3,4-dihydro-2H-chromen-4-yl]-3,4-dihydro-2H-chromene-3,5,7-triol